(5-((4-(2-hydroxy-2-methylpropyloxy)phenyl)ethynyl)-8-(methylamino)-2,7-naphthyridin-3-yl)cyclopropanecarboxamide OC(COC1=CC=C(C=C1)C#CC1=C2C=C(N=CC2=C(N=C1)NC)C1(CC1)C(=O)N)(C)C